3-(4-((cyclopropylmethyl)sulfonyl)phenyl)propanoic acid ethyl ester C(C)OC(CCC1=CC=C(C=C1)S(=O)(=O)CC1CC1)=O